O1CC(CCC1)OC(NS(=O)(=O)C=1SC(=CC1C1=CC=C(C=C1)C(C)N1C(=NC=C1)Cl)CC(C)C)=O.NC1=CC(=C(C=C1)C1=C(C=C(C=C1)N)C(F)(F)F)C(F)(F)F 4,4'-diamino-2,2'-bistrifluoromethyl-biphenyl tetrahydropyran-3-yl-(3-(4-(1-(2-chloro-1H-imidazol-1-yl)ethyl)phenyl)-5-isobutylthiophen-2-yl)sulfonylcarbamate